N-(8-methylisoquinolin-1-yl)-3-(5-phenyl-1H-imidazol-2-yl)-N-((R)-piperidin-3-yl)piperidine-1-carboxamide CC=1C=CC=C2C=CN=C(C12)N(C(=O)N1CC(CCC1)C=1NC(=CN1)C1=CC=CC=C1)[C@H]1CNCCC1